C(C)(C)(C)OC(=O)N1CCC(=CC1)C1=NC(=CN=C1)C=1SC=C(C1)NC(CCCC)=O.C(C1=CC=CC=C1)N1CC(CC1)(C1CN(CC1)C)C 1-benzyl-3-methyl-3-(1-methylpyrrolidin-3-yl)pyrrolidine tertbutyl-4-(6-(4-pentamidothiophen-2-yl)pyrazin-2-yl)-3,6-dihydropyridin-1(2H)-carboxylate